CC1C=CC(CC1)O 4-methyl-2-cyclohexen-1-ol